COC1(CCC1)C(=O)OC Methyl 1-methoxycyclobutane-1-carboxylate